alpha-vinyl-(2-naphthyl)methanol C(=C)C1=C(C=CC2=CC=CC=C12)CO